[8-(1-octylnonoxy)-8-oxo-octyl](2S)-4-[3-(dimethylamino)propanoyloxy]-1-(6-oxo-6-undecoxy-hexyl)pyrrolidine-2-carboxylate C(CCCCCCC)C(CCCCCCCC)OC(CCCCCCCOC(=O)[C@H]1N(CC(C1)OC(CCN(C)C)=O)CCCCCC(OCCCCCCCCCCC)=O)=O